CN(C=1C=CC=2C3(C4=CC=C(C=C4OC2C1)N(C)C)N(C(C1=CC=CC=C13)=O)NC(OC(C)(C)C)=O)C tert-butyl (3',6'-bis(dimethylamino)-3-oxospiro[isoindoline-1,9'-xanthen]-2-yl)carbamate